C=1(C(=CC=CC1)N)C=1C(=CC=CC1)C1=CC=CC=C1 terphenylamine